(E)-4-((2-(2-chlorobenzoyl)-2-methylhydrazineylidene)methyl)-3,5-difluorobenzoate ClC1=C(C(=O)N(\N=C\C2=C(C=C(C(=O)[O-])C=C2F)F)C)C=CC=C1